5,5'-dimethyl-2,2'-bipyridyl CC=1C=CC(=NC1)C1=NC=C(C=C1)C